(9R,13S)-13-amino-3,9-dimethyl-3,4,7,18-tetraazatricyclo[12.3.1.02,6]Octadeca-1(18),2(6),4,14,16-pentaen-8-one N[C@H]1CCC[C@H](C(NC=2C=NN(C2C=2C=CC=C1N2)C)=O)C